Nε-((2,3-dibromopropoxy)carbonyl)-lysine BrC(COC(=O)NCCCC[C@H](N)C(=O)O)CBr